4-(4-(6-(1H-1,2,3-triazol-4-yl)pyridazin-3-yl)phenyl)-1H-1,2,3-triazole-5-carboxylic acid N1N=NC(=C1)C1=CC=C(N=N1)C1=CC=C(C=C1)C=1N=NNC1C(=O)O